C(C)(C)NC(OCC1CC(C1)C1=CC(=NN1)NC(CC1=CC(=NO1)C)=O)=O ((1r,3r)-3-(3-(2-(3-methylisoxazol-5-yl)acetamido)-1H-pyrazol-5-yl)cyclobutyl)methyl isopropylcarbamate